1-Propoxypropan-2-amin C(CC)OCC(C)N